methyl 5-[4-[tert-butoxycarbonyl(cyclopropyl)amino]-1-piperidyl]quinazoline-8-carboxylate C(C)(C)(C)OC(=O)N(C1CCN(CC1)C1=C2C=NC=NC2=C(C=C1)C(=O)OC)C1CC1